S1C=NC2=C1C=CC=C2N2C[C@H](CCC2)CN2C[C@@H](C([C@@H](C2)O)O)O (3S,4R,5R)-1-(((R)-1-(benzo[d]thiazol-4-yl)piperidin-3-yl)methyl)piperidine-3,4,5-triol